S(N)(OCCC=1N(C2=CC=C(C=C2C1CN)F)C1CCN(CC1)[C@@H]1CC[C@@H](CC1)C(C)(C)C)(=O)=O 2-(3-(aminomethyl)-1-(1-(cis-4-(tert-butyl)cyclohexyl) piperidin-4-yl)-5-fluoro-1H-indol-2-yl)ethyl sulfamate